C(C)(=O)N1C(N=C2C(C1=O)=CC=CN2CC2=CN=C(S2)Cl)=O 3-acetyl-8-((2-chlorothiazol-5-yl)methyl)pyrido[2,3-d]pyrimidine-2,4(3h,8h)-dione